ethyl octanoate ethyl-palmitate C(C)OC(CCCCCCCCCCCCCCC)=O.C(CCCCCCC)(=O)OCC